C(C)(C)(C)C1=CC(=NC=C1)C1=NC=CC(=C1)C(C)(C)C 4,4'-di(tertiary butyl)-2,2'-bipyridine